O[C@]1(CN(CC1)C1=CC=CC(=N1)C1=NC2=CC(=NC=C2C=C1)CNC(C1=CC(=C(C=C1)C)S(=O)(=O)C)=O)C(F)(F)F (R)-N-((2-(6-(3-hydroxy-3-(trifluoromethyl)pyrrolidin-1-yl)pyridin-2-yl)-1,6-naphthyridin-7-yl)methyl)-4-methyl-3-(methylsulfonyl)benzamide